C(C)C1=C(C(=C(C=C1C)C)C(C1=CC=CC=C1)=O)C ethyl(3-benzoyl-2,4,6-trimethylbenzol)